CC1OC=2C=C(C=C(C2C(C1C)C)O)O 2,3,4-Trimethyl-3,4-dihydro-2H-chromene-5,7-diol